2-(4-amino-6-methyl-9H-pyrimido[4,5-b]indol-9-yl)acetic acid NC1=NC=NC=2N(C3=CC=C(C=C3C21)C)CC(=O)O